O1N=CC(=C1)CC(=O)NCC1=CC=C(C=C1)NC(OCC1=CC=C(C=C1)Cl)=O 4-chlorobenzyl (4-((2-(isoxazol-4-yl)acetamido)meth-yl)phenyl)carbamate